6-(3,4-Dihydro-1H-isochromen-7-yl)-4-oxo-4,5-dihydropyrazolo[1,5-a]pyrazine-2-carboxylic acid C1OCCC2=CC=C(C=C12)C=1NC(C=2N(C1)N=C(C2)C(=O)O)=O